4-isopropylbenzylamine C(C)(C)C1=CC=C(CN)C=C1